(3-phenylpropyl)oxamide C1(=CC=CC=C1)CCCNC(=O)C(=O)N